1-(3-cyclopropyl-1-(3,4-dimethoxyphenyl)-5,6-dihydroimidazo[1,5-a]pyrazin-7(8H)-yl)ethan-1-one C1(CC1)C1=NC(=C2N1CCN(C2)C(C)=O)C2=CC(=C(C=C2)OC)OC